5-((4'-(difluoromethoxy)-[1,1'-biphenyl]-4-yl)thio)-1H-1,2,3-triazole-4-carboxylic acid FC(OC1=CC=C(C=C1)C1=CC=C(C=C1)SC1=C(N=NN1)C(=O)O)F